(R)-N-((3,5-dichloro-4-((4-(dimethylamino)-1-((4-fluorophenyl)thio)butan-2-yl)amino)phenyl)sulfonyl)-1-methoxycyclohexane-1-carboxamide ClC=1C=C(C=C(C1N[C@@H](CSC1=CC=C(C=C1)F)CCN(C)C)Cl)S(=O)(=O)NC(=O)C1(CCCCC1)OC